tert-butyl (3R)-3-{3-[2-(methoxymethoxy)-6-methyl-4-(trifluoromethyl)phenyl]-6,7-dihydropyrido[2,3-c]pyridazine-8(5H)-yl}piperidine-1-carboxylate COCOC1=C(C(=CC(=C1)C(F)(F)F)C)C1=CC2=C(N=N1)N(CCC2)[C@H]2CN(CCC2)C(=O)OC(C)(C)C